3H-1,2,3,5-dithiadiazole S1SNC=N1